FC=1C=C2C=C(NC2=CC1OCC1=NOC=C1)CNC(=O)C1(CCC1)C N-((5-fluoro-6-(isoxazol-3-ylmethoxy)-1H-indol-2-yl)methyl)-1-methylcyclobutane-1-carboxamide